5-ethyl-2-fluoroaniline C(C)C=1C=CC(=C(N)C1)F